biphenyl-4-yl[4-(12,12-dimethyl-10,12-dihydro-10-azaindeno[2,1-b]fluoren-7-yl)phenyl](9,9-dimethyl-9H-fluoren-4-yl)amine C1(=CC=C(C=C1)N(C1=CC=CC=2C(C3=CC=CC=C3C12)(C)C)C1=CC=C(C=C1)C=1C=C2C=3C=C4C(=CC3NC2=CC1)C(C1=CC=CC=C14)(C)C)C1=CC=CC=C1